N-[3-[1-(4-chloro-1H-imidazol-2-yl)imidazo[1,5-a]pyridin-6-yl]-2,4-difluorophenyl]-5-fluoro-2-methoxypyridine-3-sulfonamide ClC=1N=C(NC1)C=1N=CN2C1C=CC(=C2)C=2C(=C(C=CC2F)NS(=O)(=O)C=2C(=NC=C(C2)F)OC)F